C(C)(C)(C)OC(N=[S@](=O)(CC1=CC(=CC(=C1)OCCCCC=O)[N+](=O)[O-])C)=O.FC1=C2C=CC=NC2=CC(=C1C(C)=O)F |r| 1-(5,7-difluoro-6-quinolinyl)ethanone (rac)-tert-butyl-(methyl{3-nitro-5-[(5-oxopentyl)oxy]benzyl}oxido-λ6-sulfanylidene)carbamate